4-(3-chlorothien-2-yl)-4-oxobutanoic acid methyl ester COC(CCC(=O)C=1SC=CC1Cl)=O